FC(C1=CC=C(C(=S)N)C=C1)(F)F 4-(trifluoromethyl)thiobenzamide